O=C1NC(CCC1C1=C(C=C(OC2CCN(CC2)C(=O)OC(C)(C)C)C=C1)F)=O tert-butyl 4-[4-(2,6-dioxo-3-piperidyl)-3-fluoro-phenoxy]piperidine-1-carboxylate